1,4,4-trichloro-2-butanol ClCC(CC(Cl)Cl)O